N1CC(C1)COC1=C2CN(CC2=CC=C1)C(=O)C1=C(C=C(C=C1O)O)OCC1=CC=CC=C1 (4-(Azetidin-3-ylmethoxy)isoindolin-2-yl)(2-(benzyloxy)-4,6-dihydroxyphenyl)methanone